C(#N)C1=CC(=C(COC2=C(C=C3CCN=CC3=C2)F)C=C1)F 7-((4-cyano-2-fluorobenzyl)oxy)-6-fluoro-3,4-dihydroisoquinolin